COC1=CC=C2C(CCNC2=C1)C 7-methoxy-4-methyl-1,2,3,4-tetrahydroquinoline